methyl 2-(1-(cyclopropylmethyl)-6-(N-methylmethylsulfonamido)-1H-pyrrolo[2,3-b]pyridin-2-yl)-3,4-dihydro-5-oxa-1,2a-diazaacenaphthylene-7-carboxylate C1(CC1)CN1C(=CC=2C1=NC(=CC2)N(S(=O)(=O)C)C)C2=NC=1C=C(C=C3OCCN2C13)C(=O)OC